CC1=C(N=C(O1)C1CCN(CC1)C)NC1=NC=C(C(=N1)NCCCNC(=O)C1CCC1)C(F)(F)F N-(3-((2-((5-methyl-2-(1-methylpiperidin-4-yl)oxazol-4-yl)amino)-5-(trifluoromethyl)pyrimidin-4-yl)amino)propyl)cyclobutanecarboxamide